3,3-dimethyl-1-oxobutan-2-yl-acetamide CC(C(C=O)CC(=O)N)(C)C